Tert-butyl 6-(2,6-dichloro-4-(6-cyano-3,5-dioxo-4,5-dihydro-1,2,4-triazin-2(3H)-yl)phenoxy)-1,1,4,4-tetramethyl-1,3,4,9-tetrahydro-2H-pyrido[3,4-b]indole-2-carboxylate ClC1=C(OC=2C=C3C4=C(NC3=CC2)C(N(CC4(C)C)C(=O)OC(C)(C)C)(C)C)C(=CC(=C1)N1N=C(C(NC1=O)=O)C#N)Cl